O1[C@H](CCCC1)/C=C/C(C)=O (3E)-4-[(2R)-oxan-2-yl]but-3-en-2-one